2-bromo-9,10-anthraquinone BrC1=CC=2C(C3=CC=CC=C3C(C2C=C1)=O)=O